N,N-bis(9,9-dimethyl-9H-fluoren-2-yl)-3,3-dimethyl-7'-(trifluoromethyl)-2,3-dihydro-spiro-[inden-1,9'-xanthen]-2'-amine CC1(C2=CC=CC=C2C=2C=CC(=CC12)N(C1=CC=2C3(C4=CC(=CC=C4OC2C=C1)C(F)(F)F)CC(C1=CC=CC=C13)(C)C)C1=CC=3C(C2=CC=CC=C2C3C=C1)(C)C)C